N12C=CCN=C2NCCC1 1,5,7-Triazabicyclo[4.4.0]decen-5-ene